N4-(3-chloro-4-(pyridin-2-ylmethoxy)phenyl)-7-((1,3-dimethylpyrrolidin-3-yl)ethynyl)quinazoline-4,6-diamine ClC=1C=C(C=CC1OCC1=NC=CC=C1)NC1=NC=NC2=CC(=C(C=C12)N)C#CC1(CN(CC1)C)C